14,18-Dimethyloctatriacontane CC(CCCCCCCCCCCCC)CCCC(CCCCCCCCCCCCCCCCCCCC)C